C[C@@]1(COC[C@H](O1)COC1=CC=C(C=C1)C=1C=C(C(NC1C(F)(F)F)=O)C(=O)N)COCC(F)(F)F 5-(4-(((2S,6R)-6-methyl-6-((2,2,2-trifluoroethoxy)methyl)-1,4-dioxan-2-yl)methoxy)phenyl)-2-oxo-6-(trifluoromethyl)-1,2-dihydropyridine-3-carboxamide